2-((5-(2-((3x-R,5x-S)-6-(dimethylamino)-5-hydroxy-2-methylhexan-3-yl)-2,6-diazaspiro[3.4]oct-6-yl)-1,2,4-triazin-6-yl)oxy)-5-fluoro-N,N-diisopropylbenzamide CN(CC(CC(C(C)C)N1CC2(C1)CN(CC2)C=2N=CN=NC2OC2=C(C(=O)N(C(C)C)C(C)C)C=C(C=C2)F)O)C